potassium (((3R,4R)-1-(tert-butoxycarbonyl)-3-(1-methyl-1H-pyrazol-4-yl)piperidin-4-yl)methyl)trifluoroborate C(C)(C)(C)OC(=O)N1C[C@H]([C@@H](CC1)C[B-](F)(F)F)C=1C=NN(C1)C.[K+]